N1(N=CC=C1)CC1CN(CCC1)C(=O)OC(C)(C)C tert-Butyl 3-((1H-pyrazol-1-yl)methyl)piperidine-1-carboxylate